5-methyl-2-(4-methylpiperidin-1-yl)aniline CC=1C=CC(=C(N)C1)N1CCC(CC1)C